C1(CCC1)C(=CC=C)C1=CC=CC=C1 1-cyclobutyl-1-phenyl-1,3-butadiene